COC=1C=NC=C(C1B1OC(C(O1)(C)C)(C)C)OC 3,5-dimethoxy-4-(4,4,5,5-tetramethyl-1,3,2-dioxaborolan-2-yl)pyridine